2-(2,2-Dimethylmorpholino)quinoline-6-carbaldehyde CC1(OCCN(C1)C1=NC2=CC=C(C=C2C=C1)C=O)C